2-[6-(ethoxycarbonyl)-1-[(2S)-2-methoxy-2-phenylethyl]-5-methyl-2,4-dioxo-1H,2H,3H,4H-thieno[2,3-d]pyrimidin-3-yl]acetic acid C(C)OC(=O)C1=C(C2=C(N(C(N(C2=O)CC(=O)O)=O)C[C@H](C2=CC=CC=C2)OC)S1)C